Iridium hydroxid oxid [Ir](O)(O)(O)=O